N-(5-cyclobutyl-1H-pyrazol-3-yl)-2-(4-((16-((2-(2,6-dioxopiperidin-3-yl)-1,3-dioxoisoindolin-4-yl)amino)-11-oxo-3,6,9-trioxa-12-azahexadecyl)oxy)phenyl)acetamide C1(CCC1)C1=CC(=NN1)NC(CC1=CC=C(C=C1)OCCOCCOCCOCC(NCCCCNC1=C2C(N(C(C2=CC=C1)=O)C1C(NC(CC1)=O)=O)=O)=O)=O